C(C)(C)(C)C1=CC=C(C=C1)N1C(C=C(C=C1)C(=O)OC)=O methyl 1-(4-(tert-butyl) phenyl)-2-oxo-1,2-dihydropyridine-4-carboxylate